O=C1NC(CCC1N1C(C2=CC=CC(=C2C1=O)NCC1=C(C=C(C=C1)CN1CCC2(CCN(C2=O)C)CC1)F)=O)=O 2-(2,6-dioxopiperidin-3-yl)-4-(2-fluoro-4-((2-methyl-1-oxo-2,8-diazaspiro[4.5]decan-8-yl)methyl)benzylamino)isoindoline-1,3-dione